tert-Butyl N-[(3R)-1-[5-[(6-benzyloxy-2-methyl-indazol-5-yl)carbamoyl]pyrazin-2-yl]pyrrolidin-3-yl]-N-methyl-carbamate C(C1=CC=CC=C1)OC=1C(=CC2=CN(N=C2C1)C)NC(=O)C=1N=CC(=NC1)N1C[C@@H](CC1)N(C(OC(C)(C)C)=O)C